methoxymethyl 6-(methoxymethoxy)-2,3-dimethyl-4-((1,2,6-trimethyl-4-oxocyclohexa-2,5-diene-1-carbonyl)oxy)benzoate COCOC1=CC(=C(C(=C1C(=O)OCOC)C)C)OC(=O)C1(C(=CC(C=C1C)=O)C)C